COC(C(CCC(CC)=O)(CCC(CC)=O)C(C)=O)=O 2-Acetyl-5-oxo-2-(3-oxopentyl)heptanoic acid methyl ester